COC(=O)C=1N(C=C(C1)C1=CC=C(C=C1)NC(=O)C=1N(C=C(C1)NC(=O)OC(C)(C)C)C)C 4-(4-(4-((tert-butoxycarbonyl)amino)-1-methyl-1H-pyrrole-2-carboxamido)phenyl)-1-methyl-1H-pyrrole-2-carboxylic acid methyl ester